C(C)(C)(C)OC(=O)N1CC=2C=CC(=NC2CC1)C(=O)O 6-(tert-butoxycarbonyl)-5,6,7,8-tetrahydro-1,6-naphthyridine-2-carboxylic acid